C1=CC=CCCCC1 cyclooct-1,3-diene